N-(4-(2-(7,8-Dimethyl-[1,2,4]triazolo[4,3-a]pyridin-6-yl)-3-isopropyl-1H-indol-5-yl)cyclohexyl)-N-methyloxetan-3-amin CC1=C(C=2N(C=C1C=1NC3=CC=C(C=C3C1C(C)C)C1CCC(CC1)N(C1COC1)C)C=NN2)C